(hydroxymethyl)-3-methylpyrrolidin OCN1CC(CC1)C